N1(N=CC=2CNCCC21)C2CN(C2)CC2OCCN(C2)C2=C1C=CC=NC1=C(C=C2)C#N 5-[6-[[3-(4,5,6,7-TETRAHYDROPYRAZOLO[4,3-C]PYRIDIN-1-YL)AZETIDIN-1-YL]METHYL]MORPHOLIN-4-YL]CHINOLIN-8-CARBONITRIL